CN(C1=C(C(=NC=2N1C=CN2)C)CC2=CC=C(C=C2)[SH2](=O)C=N)C (4-{[5-(dimethylamino)-7-methylimidazo[1,2-a]pyrimidin-6-yl]methyl}phenyl)(imino)methyl-λ6-sulfanone